COC1=CC=CC=2C=C(CCCC21)C2=CC=CC=C2 4-methoxy-8-phenyl-6,7-dihydro-5H-benzo[7]annulene